N[C@H]1CN(CCC1)C1=CC(N(C(N1CC#CC)=O)CC1=CC=C(C=C1)C)=O (R)-6-(3-aminopiperidin-1-yl)-1-(but-2-yn-1-yl)-3-(4-methylbenzyl)pyrimidine-2,4(1H,3H)-dione